CCCC(C)(C)C1=CC2=C(C=C1)[C@@H]3CC(=CC[C@H]3C(O2)(C)C)C The molecule is a dibenzopyran that is Delta(9)-tetrahydrocannabinol which is lacking the hydroxy group and in which the pentyl group at position 3 has been replaced by a 1,1-dimethylbutyl group. A potent and highly selective CB2 receptor agonist. It has a role as a CB2 receptor agonist, an antineoplastic agent, a vasodilator agent, an anti-inflammatory agent, an apoptosis inhibitor, an analgesic and an opioid analgesic. It is a dibenzopyran, an organic heterotricyclic compound and a benzochromene.